ClC=1C=C2C=CN(C2=C(C1)C1=C2C(=NC=C1)C=C(S2)CN2C(CN(CC2=O)CC)=O)CC2(CCNCC2)C#N 4-((5-Chloro-7-(2-((4-ethyl-2,6-dioxopiperazin-1-yl)methyl)thieno[3,2-b]Pyridin-7-yl)-1H-indol-1-yl)methyl)piperidine-4-carbonitrile